S1C(=NC2=C1C=CC=C2)NC(=O)C=2C=CC=C1CCN(CC21)C2=CC=C(C(=N2)C(=O)OC(C)(C)C)C2=C(C=C(C=C2)OCCCC2(CCN(CC2)CC(=O)OCC)O)C tert-butyl 6-(8-(benzo[d]thiazol-2-ylcarbamoyl)-3,4-dihydroisoquinolin-2(1H)-yl)-3-(4-(3-(1-(2-ethoxy-2-oxoethyl)-4-hydroxypiperidin-4-yl)propoxy)-2-methylphenyl)picolinate